dithioacetic acid C(C)(=S)S